[Ni].[N] Nitrogen Nickel